FC1=C(CC2=NC3=C(N2C[C@H]2OCC2)C=C(C=C3)C(=O)O)C=C(C(=C1)C1=NC(=CC=C1)OCC=1SC(=CN1)C1=CC=NN1C)F (S)-2-(2,5-difluoro-4-(6-((5-(1-methyl-1H-pyrazol-5-yl)thiazol-2-yl)methoxy)pyridin-2-yl)benzyl)-1-(oxetan-2-ylmethyl)-1H-benzo[d]imidazole-6-carboxylic acid